C1=CN=C2C=3C(=CC=C12)C1=CC2=CC=CC=C2C1=CC3 fluorenoindole